C1(=CC=CC=C1)N=CC=CC N-phenylbut-2-en-1-imine